{3-(4-fluorophenyl)-1-[3-(methanesulfonyl)propyl]-1H-pyrazol-4-yl}-8-phenyl-9H-purine FC1=CC=C(C=C1)C1=NN(C=C1C1=NC=C2N=C(NC2=N1)C1=CC=CC=C1)CCCS(=O)(=O)C